NC1=NC2=C(C=3C=C(C=NC13)CCC1=C(C=C(C=C1)OCCOCCC(P(=O)(O)O)(F)F)C)C=CC(=C2)CCC(=O)O 3-(5-amino-2-(4-(2-(3,3-difluoro-3-phosphonopropoxy)ethoxy)-2-methylphenethyl)benzo[f][1,7]naphthyridin-8-yl)propanoic acid